CC1(OC2=C(C1)C(=C(C(=C2C)C)S(=O)(=O)N[C@@H](CCCNC(N)=N)C(=O)[O-])C)C ((2,2,4,6,7-pentamethyl-2,3-dihydrobenzofuran-5-yl)sulfonyl)argininate